(3R)-1-(6-(1-(5-(6-(pyrrolidin-1-yl)pyrazin-2-yl)-1,3,4-oxadiazol-2-yl)ethyl)pyridazin-3-yl)piperidin-3-amine N1(CCCC1)C1=CN=CC(=N1)C1=NN=C(O1)C(C)C1=CC=C(N=N1)N1C[C@@H](CCC1)N